FC(S(=O)(=O)OC1=CC=C(N=N1)C(=O)C1CN(CCC1)C(=O)OC(C)(C)C)(F)F tert-Butyl 3-(6-(((trifluoromethyl)sulfonyl)oxy)pyridazine-3-carbonyl)piperidine-1-carboxylate